(5S)-5-(Pyrrolidin-1-ylcarbonyl)-2-{[2-(trifluoromethyl)pyrimidin-4-yl]methyl}-5,6,7,8-tetrahydro[1,2,4]triazolo[4,3-a]pyridin-3(2H)-one N1(CCCC1)C(=O)[C@@H]1CCCC=2N1C(N(N2)CC2=NC(=NC=C2)C(F)(F)F)=O